monoethyl chloroethyl phosphonate P(OCC)(OCCCl)=O